N-[[4-[2-amino-4-(3-cyanophenyl)thiazol-5-yl]-6-methyl-2-pyridinyl]methyl]acetamide NC=1SC(=C(N1)C1=CC(=CC=C1)C#N)C1=CC(=NC(=C1)C)CNC(C)=O